CC(C=CC#N)(C)N1CCN(CC1)C1COC1 4-methyl-4-(4-(oxetan-3-yl)piperazin-1-yl)pent-2-enenitrile